[N+](=O)([O-])C1=CC(=NC(=C1)Br)Br 4-nitro-2,6-dibromopyridine